BrC=1SC(=CN1)\C=C\CBr (E)-2-bromo-5-(3-bromoprop-1-en-1-yl)thiazole